(S)-4-(2-(4-(2-acetyl-5-(trifluoromethyl)phenyl)-3-methoxy-6-oxopyridazin-1(6H)-yl)-3-phenylpropanamido)benzoic acid C(C)(=O)C1=C(C=C(C=C1)C(F)(F)F)C=1C(=NN(C(C1)=O)[C@H](C(=O)NC1=CC=C(C(=O)O)C=C1)CC1=CC=CC=C1)OC